C(CCC)S(=O)(=O)Cl butanesulfonic acid chloride